C1(=CC=CC=C1)C(N1N=C(N=C1)C(C)N)(C1=CC=CC=C1)C1=CC=CC=C1 (1-(triphenylmethyl)-1H-1,2,4-triazol-3-yl)ethan-1-amine